N,4-dimethyl-3,4-dihydro-2H-pyrido[3,2-b][1,4]oxazin-6-amine CNC=1C=CC=2OCCN(C2N1)C